pentaerythritol monoformate C(=O)OCC(CO)(CO)CO